FC(OC1=CC=C(C2=CC=CC=C12)B(O)O)(F)F 1-(TRIFLUOROMETHOXY)NAPHTHALENE-4-BORONIC ACID